5-(3-bromophenoxy)carbonylamino-3-(1-methyl-1,2,3,6-tetrahydropyridin-4-yl)-1H-indole BrC=1C=C(OC(=O)NC=2C=C3C(=CNC3=CC2)C=2CCN(CC2)C)C=CC1